C1(CCC1)OC1=CC(=CC(=N1)C(=O)OC)/C(/N)=N/O methyl (Z)-6-cyclobutoxy-4-(N'-hydroxycarbamimidoyl)picolinate